4-bromo-1-(3-((tert-butoxycarbonyl)amino)propyl)-3-fluoro-1H-pyrrole-2-carboxylic acid ethyl ester C(C)OC(=O)C=1N(C=C(C1F)Br)CCCNC(=O)OC(C)(C)C